1-(5-tert-butylisoxazol-3-yl)-3-(2-methyl-4-(4-(4-(2-morpholinoethoxy)phenyl)-1H-1,2,3-triazol-1-yl)phenyl)urea C(C)(C)(C)C1=CC(=NO1)NC(=O)NC1=C(C=C(C=C1)N1N=NC(=C1)C1=CC=C(C=C1)OCCN1CCOCC1)C